C[Mg]OCCCC methyl-n-butoxymagnesium